4-(3-Chloro-2-fluoro-6-methoxyphenyl)-N-(5-(2-hydroxy-2-methylpropoxy)thiazolo[5,4-d]pyrimidin-2-yl)-6-methylnicotinamide ClC=1C(=C(C(=CC1)OC)C1=CC(=NC=C1C(=O)NC=1SC=2N=C(N=CC2N1)OCC(C)(C)O)C)F